2,5,8,11-Tetrakis(2,6-dimethyl-phenyl)-perylene CC1=C(C(=CC=C1)C)C1=CC=2C=3C=C(C=C4C=C(C=C(C5=CC(=CC(=C1)C52)C5=C(C=CC=C5C)C)C43)C4=C(C=CC=C4C)C)C4=C(C=CC=C4C)C